(3R,4R,5S)-4-Acetamido-5-amino-3-(1-ethylpropoxy)cyclohex-1-en-1-carboxylic acid ethyl ester C(C)OC(=O)C1=C[C@H]([C@@H]([C@H](C1)N)NC(C)=O)OC(CC)CC